perfluoro-2-methyl-propionyl fluoride FC(C(=O)F)(C(F)(F)F)C(F)(F)F